ClC=1C=C2C(=CC1)NC(C21CCN(CC1)CCOC=1C=NC=2N(C(CCC2C1)=O)C1CC(C1)(C(C)C)O)=O 5-chloro-1'-[2-({7-oxo-8-[(trans)-3-hydroxy-3-(propan-2-yl)cyclobutyl]-5,6,7,8-tetrahydro-1,8-naphthyridin-3-yl}oxy)ethyl]-1,2-dihydrospiro[indole-3,4'-piperidin]-2-one